FC1=CC=C(C=C1)C(C([2H])([2H])[2H])=O 1-(4-fluorophenyl)ethan-1-one-2,2,2-d3